7-iodo-5'-O-tert-butyldimethylsilyl-3'-O-methylthiomethyl-2'-deoxyguanosine I[N+]1=CN([C@H]2C[C@H](OCSC)[C@@H](CO[Si](C)(C)C(C)(C)C)O2)C=2N=C(NC(C12)=O)N